4-((1Z,3E)-1-fluoro-4-(p-tolyl)buta-1,3-dien-1-yl)tetrahydro-2H-pyran F\C(=C/C=C/C1=CC=C(C=C1)C)\C1CCOCC1